(2S)-5-hydroxy-2-(hydroxymethyl)-5-methyl-piperidine-1-carboxylic acid tert-butyl ester C(C)(C)(C)OC(=O)N1[C@@H](CCC(C1)(C)O)CO